C(=O)(OC(C)(C)C)[C@@]1(N(C[C@@H](C1)N)C(=O)OCC1C2=CC=CC=C2C2=CC=CC=C12)C(=O)O (2S,4R)-Boc-4-amino-Fmocproline